C[C@@H](CCCCCC)OC(=O)C1=C(C=C(C=C1)C1=CC=C(C=C1)C1=CC(=C(C=C1)C(=O)O[C@@H](C)CCCCCC)F)F 3,3''-difluoro-[1,1':4',1''-terphenyl]-4,4''-dicarboxylic acid bis((S)-octan-2-yl) ester